2-methyl-4-oxobutyrate CC(C(=O)[O-])CC=O